ClC=1C=C2C(=CC(=NC2=CC1)C(F)(F)F)NC1CCC(CC1)NC(=O)C1=NC2=CC=NC=C2C=C1 N-[(1s,4s)-4-{[6-chloro-2-(trifluoromethyl)quinolin-4-yl]amino}cyclohexyl]-1,6-naphthyridine-2-carboxamide